ClC(C1=NC(=NO1)C1=CC=C(C=C1)CCOC1=CC=C(C=C1)OC(F)(F)F)(F)F 1-(4-(5-(chlorodifluoromethyl)-1,2,4-oxadiazol-3-yl)phenyl)-2-(4-(trifluoromethoxy)phenoxy)ethan